1-((2R,3S,4R,5R)-4-((tert-butyldimethylsilyl)oxy)-5-(((tert-butyldimethylsilyl)oxy)methyl)-5-(chloromethyl-d2)-3-fluorotetrahydrofuran-2-yl)-5-fluoropyrimidine-2,4(1H,3H)-dione [Si](C)(C)(C(C)(C)C)O[C@H]1[C@@H]([C@@H](O[C@]1(C([2H])([2H])Cl)CO[Si](C)(C)C(C)(C)C)N1C(NC(C(=C1)F)=O)=O)F